FC1=C(C(=CC(=C1)C=O)F)C=1N=C2N(C=CC(=C2)C)C1C[C@H]1CN(CCO1)C(=O)OC methyl (S)-2-((2-(2,6-difluoro-4-formylphenyl)-7-methylimidazo[1,2-a]pyridin-3-yl)methyl)morpholine-4-carboxylate